(4-((5,6-dichloro-1H-benzo[d]imidazol-2-yl)methyl)phenyl)-5-(pivalamidomethyl)benzamide ClC1=CC2=C(NC(=N2)CC2=CC=C(C=C2)C2=C(C(=O)N)C=C(C=C2)CNC(C(C)(C)C)=O)C=C1Cl